C(C)OP([O-])(=O)CC1=CC(=C(C(=C1)C(C)(C)C)O)C(C)(C)C monoethyl-(3,5-di-tert-butyl-4-hydroxylbenzyl)-phosphonat